N-[(2S)-3,3-dimethylbutan-2-yl]-2-methylpyrazole-3-carboxamide CC([C@H](C)NC(=O)C=1N(N=CC1)C)(C)C